N(N)CC1=CC=C(C=C1)C(C#N)(C)C 2-(4-(hydrazinomethyl)phenyl)-2-methylpropanenitrile